N-(5-(4-fluorophenoxy)pyridin-2-yl)-2-methyl-2-(4-(6-oxo-1,6-dihydropyridine-3-carbonyl)piperazin-1-yl)propanamide FC1=CC=C(OC=2C=CC(=NC2)NC(C(C)(N2CCN(CC2)C(=O)C2=CNC(C=C2)=O)C)=O)C=C1